5-(4-cyclopropyl-1H-imidazol-1-yl)-2-fluoro-4-methyl-N-(6H-spiro[benzo[f]tetrazolo[1,5-d][1,4]oxazepine-5,1'-cyclopropan]-8-yl)benzamide C1(CC1)C=1N=CN(C1)C=1C(=CC(=C(C(=O)NC2=CC=CC=3C=4N(N=NN4)C4(CC4)COC32)C1)F)C